ClC=1C=CC(=C(C1)CNC(=O)C1CN(C(C1)=O)C1CCC1)C N-[(5-chloro-2-methylphenyl)methyl]-1-cyclobutyl-5-oxopyrrolidine-3-carboxamide